(S)-N-(5-Amino-5-oxo-1-phenylpentyl)-5-(4-(trifluoromethyl)phenyl)-3,4-dihydroisoquinoline-2(1H)-carboxamide NC(CCC[C@@H](C1=CC=CC=C1)NC(=O)N1CC2=CC=CC(=C2CC1)C1=CC=C(C=C1)C(F)(F)F)=O